1-cyclopropyl-6-fluoro-7-(3-methyl-4-acetylpiperazin-1-yl)-3-(3,4-dioxomethylcinnamoyl)-8-methoxy-quinolin-4(1H)-one C1(CC1)N1C=C(C(C2=CC(=C(C(=C12)OC)N1CC(N(CC1)C(C)=O)C)F)=O)C(C=CC1=CC(=C(C=C1)C=O)C=O)=O